ClC=1C=C(C=NC1)C=1C=NC=2CCN(CC2C1)C=1C(=C(C=2N(N1)C(C=CN2)=O)C)C 7-(3-(5-chloropyridin-3-yl)-7,8-dihydro-1,6-naphthyridin-6(5H)-yl)-8,9-dimethyl-4H-pyrimido[1,2-b]pyridazin-4-one